2-((tert-butyldimethylsilyloxy)benzyl)benzonitrile [Si](C)(C)(C(C)(C)C)OC(C1=CC=CC=C1)C1=C(C#N)C=CC=C1